trans-4-[[(5R)-3-(3,5-difluorophenyl)-5-methyl-4H-isoxazole-5-carbonyl]amino]tetrahydrofuran-2-carboxylic acid methyl ester COC(=O)[C@@H]1OC[C@H](C1)NC(=O)[C@]1(CC(=NO1)C1=CC(=CC(=C1)F)F)C